6-bromo-N-cyclopentyl-N-(3,4-dimethylbenzyl)-3-nitroquinolin-4-amine BrC=1C=C2C(=C(C=NC2=CC1)[N+](=O)[O-])N(CC1=CC(=C(C=C1)C)C)C1CCCC1